BrCCC1=CC=NC=C1 4-(2-bromoethyl)pyridine